C(N)(=O)C1=CC=C(CN(C2=CC=CC(=N2)N2CCN(CC2)CC2=NC3=C(N2C[C@H]2OCC2)C=C(C=C3)C(=O)O)C)C=C1 (S)-2-((4-(6-((4-carbamoylbenzyl)(methyl)amino)pyridin-2-yl)piperazin-1-yl)methyl)-1-(oxetan-2-ylmethyl)-1H-benzo[d]imidazole-6-carboxylic acid